3-fluoro-4-((S)-2-hydroxypropoxy)benzamide FC=1C=C(C(=O)N)C=CC1OC[C@H](C)O